O1N=CC2=C1C(NCC2)=O 5,6-dihydro-4H-isoxazolo[5,4-c]pyridin-7-one